FC(=CC1=CC=C(CS(=O)CC2=CC=C(C=C2)C=C(F)F)C=C1)F 4-(2,2-difluorovinyl)benzylsulfoxide